ClC1=C(C(=O)NC2=C3C=NN(C3=CC=C2)C2=CC(=NC=C2)OC)C=C(C=C1)CNS(=O)(=O)C1CC1 2-chloro-5-{[(cyclopropylsulfonyl)amino]methyl}-N-[1-(2-methoxypyridin-4-yl)-1H-indazol-4-yl]benzamide